C/C(/C(=O)O)=C\C1=NC(=NO1)C1(CC1)C1=CC=C(C=C1)S(F)(F)(F)(F)F (E)-2-methyl-3-(3-(1-(4-(pentafluoro-λ6-sulfaneyl)phenyl)cyclopropyl)-1,2,4-oxadiazol-5-yl)acrylic acid